1,3-Diaminocyclohexane NC1CC(CCC1)N